(E)-2,7-Octadienal C(\C=C\CCCC=C)=O